(1S,2S)-N-(6-chloro-4-nitropyridin-2-yl)-2-(4-methylpyrimidin-2-yl)cyclopropane-1-carboxamide ClC1=CC(=CC(=N1)NC(=O)[C@@H]1[C@H](C1)C1=NC=CC(=N1)C)[N+](=O)[O-]